5-(2,8-Dimethylimidazo[1,2-a]pyridin-6-yl)-N-methyl-N-(2,2,6,6-tetramethylpiperidin-4-yl)[1,3]thiazolo[5,4-d]pyrimidin-2-amin CC=1N=C2N(C=C(C=C2C)C=2N=CC3=C(N2)SC(=N3)N(C3CC(NC(C3)(C)C)(C)C)C)C1